N-ethyl-N-(2-hydroxyethyl)perfluorooctyl-sulfonamide C(C)N(S(=O)(=O)C(C(C(C(C(C(C(C(F)(F)F)(F)F)(F)F)(F)F)(F)F)(F)F)(F)F)(F)F)CCO